8-(2-chloro-6-fluorophenyl)-9-(4-((1-(3-fluoropropyl)azetidin-3-ylidene)methyl)phenyl)-6,7-dihydro-5H-benzo[7]annulene-3-carboxylic acid ClC1=C(C(=CC=C1)F)C=1CCCC2=C(C1C1=CC=C(C=C1)C=C1CN(C1)CCCF)C=CC(=C2)C(=O)O